C(C(C)C)N1N=CC=C1C=1C=NC(=NC1)SC 5-(1-isobutyl-1H-pyrazol-5-yl)-2-(methylthio)pyrimidine